ClC1=CC=C(C=C1)C1=NC(=NC=C1OCC1CC1)NC(\C(=C(\C=1C=NOC1C)/O)\C#N)=O (Z)-N-(4-(4-chlorophenyl)-5-(cyclopropylmethoxy)pyrimidin-2-yl)-2-cyano-3-hydroxy-3-(5-methylisoxazol-4-yl)acryl-amide